6-((1-(3-(3-chloro-1H-pyrazol-1-yl)-4,4-difluorobutyryl)-4-hydroxypiperidin-4-yl)methyl)-3-(1-(methylamino)-2,3-dihydro-1H-inden-5-yl)isothiazolo[4,3-d]pyrimidin-7(6H)-one ClC1=NN(C=C1)C(CC(=O)N1CCC(CC1)(O)CN1C=NC=2C(C1=O)=NSC2C=2C=C1CCC(C1=CC2)NC)C(F)F